N-[3-(m-methoxybenzenesulfonyloxy)phenyl]-N'-[4-(m-methoxybenzenesulfonyloxy)phenyl]urea COC=1C=C(C=CC1)S(=O)(=O)OC=1C=C(C=CC1)NC(=O)NC1=CC=C(C=C1)OS(=O)(=O)C1=CC(=CC=C1)OC